1-Ethyl-2-Hexanol C(C)CC(CCCC)O